ClC1=C(C(=CC=C1)F)SC1=C(C(=O)NC2=NC=C(C=N2)C2CCCC2)C=C(C=C1)[N+](=O)[O-] 2-[(2-chloro-6-fluorophenyl)sulfanyl]-N-(5-cyclopentylpyrimidin-2-yl)-5-nitrobenzamide